Br[Si](CCCC#N)(CCCC)CCCC 4-[bromo(di-n-butyl)silyl]butanenitrile